C1(=CC=CC=2SC3=CC=CC=C3NC12)C1=CC=CC=2OC3=CC=CC=C3NC12 phenothiazinyl-(phenoxazine)